β-3,4-epoxycyclohexyl-ethyl-triethoxysilane C1(CC2C(CC1)O2)CC[Si](OCC)(OCC)OCC